tert-butyl 3-(1-((6-methoxy-2-methylpyrazolo[1,5-a]pyridin-5-yl)carbamoyl)-2,3-dihydro-1H-pyrrolo[2,3-b]pyridin-4-yl)-3,9-diazabicyclo[3.3.1]nonane-9-carboxylate COC=1C(=CC=2N(C1)N=C(C2)C)NC(=O)N2CCC=1C2=NC=CC1N1CC2CCCC(C1)N2C(=O)OC(C)(C)C